ClC=1C2=C(N=CN1)N(C=C2C2=CCCC2)C2=CC(=CC=C2)Cl 4-Chloro-7-(3-chlorophenyl)-5-(cyclopent-1-en-1-yl)-7H-pyrrolo[2,3-d]pyrimidine